C(CCCCCCCCCCC)[N+](CC1=CC=CC=C1)(C)C N-dodecyl-N,N-dimethyl-N-benzylammonium